(2S,5R)-1-(4'-chloro-[1,1'-biphenyl]-4-carbonyl)-5-(2-chlorophenyl)pyrrolidine-2-carboxylic acid ClC1=CC=C(C=C1)C1=CC=C(C=C1)C(=O)N1[C@@H](CC[C@@H]1C1=C(C=CC=C1)Cl)C(=O)O